C1(CC1)S(=O)(=O)NC1=NC=CC(=N1)[C@](C(=O)NC1=NC=C(C=C1)C1=NC(=CN=C1)OCC)(CC)F 2-(2-(cyclopropanesulfonylamino)pyrimidin-4-yl)-N-(5-(6-ethoxypyrazin-2-yl)pyridin-2-yl)-2-(S)-fluorobutyramide